C(C)N1CCN(CC1)C1=CC(=C(C=C1)C1=CC=2C(=CN=C(C2)N)N1CC1=CC=C(C=C1)OC)[N+](=O)[O-] (4-(4-ethylpiperazin-1-yl)-2-nitrophenyl)-1-(4-methoxybenzyl)-1H-pyrrolo[2,3-c]pyridin-5-amine